3-(tert-Butyl)-N-(4-(2-(2-(2-chloropropanamido)phenyl)-3H-imidazo[4,5-b]pyridin-7-yl)-2-fluorobenzyl)-1,2,4-oxadiazole-5-carboxamide C(C)(C)(C)C1=NOC(=N1)C(=O)NCC1=C(C=C(C=C1)C1=C2C(=NC=C1)NC(=N2)C2=C(C=CC=C2)NC(C(C)Cl)=O)F